C(N)(=O)C1=CC=C(C=C1)C=1C=NN2C1C=C(C=C2)C(=O)N(C)C=2C=CC(=C(C(=O)O)C2)Cl 5-(3-(4-Carbamoylphenyl)-N-methylpyrazolo[1,5-a]pyridine-5-carboxamido)-2-chlorobenzoic acid